N-methyl-1-(spiro[cyclopropane-1,4'-isochroman]-1'-yl)methylamine CNCC1OCC2(C3=CC=CC=C13)CC2